{3-[(2-hydroxy-ethylamino)-phenyl-methyl]-phenyl}-amide OCCNC(C=1C=C(C=CC1)[NH-])C1=CC=CC=C1